t-butyl (3S,5S)-5-carbamoyl-2',4'-dioxo-1',4'-dihydro-2'H-spiro[pyrrolidine-3,3'-quinoline]-1-carboxylate C(N)(=O)[C@@H]1C[C@]2(C(NC3=CC=CC=C3C2=O)=O)CN1C(=O)OC(C)(C)C